COC1=NC=CC(=C1)C1=CC=C(C(=C1NC(=O)N=[S@@](=O)(N)C=1C=NN2C1OC(C2)(C)C)C)C(F)(F)F (S)-N'-((6-(2-methoxypyridin-4-yl)-2-methyl-3-(trifluoromethyl)phenyl)carbamoyl)-2,2-dimethyl-2,3-dihydropyrazolo[5,1-b]oxazole-7-sulfonimidamide